C(C)S(=O)(=O)NC1=CC(=C(C(=O)OC)C=C1)N1CCC2(CC2)CC1 methyl 4-(ethylsulfonylamino)-2-(6-azaspiro[2.5]octan-6-yl)benzoate